N1(CCOCC1)C(=O)C1=CC=C(C#N)C=C1 4-(morpholine-4-carbonyl)benzonitrile